N-(2-methoxyethyl)-1,2-ethanediamine COCCNCCN